ClC=1C=C(C=CC1F)NC(=O)C1=C(N=CN1C)C1CC2CC(CC2C1)(O)C(C(=O)OCC)(F)F ethyl 2-(5-(5-((3-chloro-4-fluorophenyl)carbamoyl)-1-methyl-1H-imidazol-4-yl)-2-hydroxyoctahydropentalen-2-yl)-2,2-difluoroacetate